Cl.CN(CCCN=C=N)C (3-(dimethylamino)-propyl)carbodiimide hydrochloride